FC(CN1N=CC=2C1=NC(=CN2)N2C1CC3(C(N(CC3)C3=NC=C(C=C3)C(F)(F)F)=O)CC2CC1)F 8-(1-(2,2-difluoroethyl)-1H-pyrazolo[3,4-b]pyrazin-6-yl)-1'-(5-(trifluoromethyl)pyridin-2-yl)-8-azaspiro[bicyclo[3.2.1]octane-3,3'-pyrrolidin]-2'-one